CN1N=C(C=C1C(=O)NC(C(=O)O)CC)C(F)(F)F 2-(1-methyl-3-(trifluoromethyl)-1H-pyrazole-5-carboxamido)butanoic acid